ClC=1N=C(C2=C(N1)N=C(C=C2C)C=2C=C(C=CC2)C)N 2-chloro-5-methyl-7-(m-tolyl)pyrido[2,3-d]pyrimidin-4-amine